Rel-3-{[(1s,15S,16R,19s)-3,5-difluoro-10-oxo-8,18-dioxa-11-azatetracyclo[17.2.2.02,7.011,16]tricosa-2(7),3,5-trien-15-yl]amino}pyridazine-4-carbonitrile FC=1C=2C3CCC(OC[C@H]4[C@H](CCCN4C(COC2C=C(C1)F)=O)NC=1N=NC=CC1C#N)CC3 |o1:9,10|